3-(5-Amino-6-(2H-tetrazol-5-yl)pyrazin-2-yl)-N-(3-cyanobicyclo[1.1.1]pentan-1-yl)-4-methylbenzenesulfonamide Trifluoroacetate Salt FC(C(=O)O)(F)F.NC=1N=CC(=NC1C=1N=NNN1)C=1C=C(C=CC1C)S(=O)(=O)NC12CC(C1)(C2)C#N